CS(=O)(=O)N1CCN(CC1)CC1=CC=C(C=C1)[C@H]1COC=2C(=NC=CC2)O1 (3S)-3-(4-{[4-(methylsulfonyl)piperazin-1-yl]methyl}phenyl)-2,3-dihydro[1,4]dioxino[2,3-b]pyridine